tert-butyl 4-(7-amino-6-fluoro-8-nitro-4-oxo-4H-chromen-2-yl)piperidine-1-carboxylate NC1=C(C=C2C(C=C(OC2=C1[N+](=O)[O-])C1CCN(CC1)C(=O)OC(C)(C)C)=O)F